4-(2-Iodophenoxy)-5-oxo-5-phenylpentanoic acid methyl ester COC(CCC(C(C1=CC=CC=C1)=O)OC1=C(C=CC=C1)I)=O